C(C#C)OC1OCCC1 (prop-2-yn-1-yloxy)tetrahydrofuran